methyl neopentanoate chloride [Cl-].C(C(C)(C)C)(=O)OC